C1(CC1)N1CCN(CC1)C(=O)C1=CC=C(C=C1)[C@@H]1CC2(CC(C2)C#N)CCN1CC1=C2C=CNC2=C(C=C1OC)C (2R,4r,6S)-6-(4-(4-cyclopropylpiperazine-1-carbonyl)phenyl)-7-((5-methoxy-7-methyl-1H-indol-4-yl)methyl)-7-azaspiro[3.5]nonane-2-carbonitrile